2,6-dibromo-4-fluoro-3-nitrobenzene-1-carbaldehyde BrC1=C(C(=CC(=C1[N+](=O)[O-])F)Br)C=O